ClC1=CC=C(C=C1)C(CC=C)(C1=CC=CC=C1)NC(C1=CC=CC=C1)=O N-(1-(4-chlorophenyl)-1-phenylbut-3-en-1-yl)benzamide